NCCOCCOCCCCCC(=O)NCC(=O)N1[C@@H](CN(CC1)C1=NC=C(C=N1)C1=CC=C2C(=N1)N(C(C2=O)(C)C)CC=2C(=NC=CC2)C#N)C 6-[2-(2-aminoethoxy)ethoxy]-N-[2-[(2R)-4-[5-[1-[(2-cyano-3-pyridyl)methyl]-2,2-dimethyl-3-oxo-pyrrolo[2,3-b]pyridin-6-yl]pyrimidin-2-yl]-2-methyl-piperazin-1-yl]-2-oxo-ethyl]hexanamide